C(=O)(O)CN(CC(=O)O)CCN(CCN([C@H](COCC1=CC=CC=C1)C(=O)O)CC(=O)O)CC(=O)O [9R,S]-2,5,8-Tris[carboxymethyl]-12-phenyl-11-oxa-2,5,8-triazadodecane-1,9-dicarboxylic acid